2,6-dioxabicyclo[2.2.1]heptane C12OCC(CO1)C2